C(CCCCCCCCCCCCC)(=O)OCC(COCCOCCOC)OC(CCCCCCCCCCCCC)=O 3-[2-(2-methoxyethoxy) ethoxyl]-2-tetradecanoyloxypropyl tetradecanoate